Tert-butyl 1-(2-(4-(tert-butoxycarbonyl)piperazin-1-yl)ethyl)-3-(3-(naphthalen-1-yloxy)propyl)-7-(1,3,5-trimethyl-1H-pyrazol-4-yl)-1H-indole-2-carboxylate C(C)(C)(C)OC(=O)N1CCN(CC1)CCN1C(=C(C2=CC=CC(=C12)C=1C(=NN(C1C)C)C)CCCOC1=CC=CC2=CC=CC=C12)C(=O)OC(C)(C)C